1-(4-((4-((2-fluoro-4-((2-(6-hydroxy-2-azaspiro[3.3]heptan-2-yl)pyridin-4-yl)oxy)phenyl)amino)-7-methoxyquinazolin-6-yl)amino)piperidin-1-yl)prop-2-en-1-one FC1=C(C=CC(=C1)OC1=CC(=NC=C1)N1CC2(C1)CC(C2)O)NC2=NC=NC1=CC(=C(C=C21)NC2CCN(CC2)C(C=C)=O)OC